4-(2-fluoro-4-(4,4,5,5-tetramethyl-1,3,2-dioxaborolan-2-yl)phenyl)-1-(2-methoxy-2-methylpropyl)-1,2,3,6-tetrahydropyridine FC1=C(C=CC(=C1)B1OC(C(O1)(C)C)(C)C)C=1CCN(CC1)CC(C)(C)OC